2-((5-(3-chlorobenzyl)-4-methylthiazol-2-yl)amino)-2-oxoethyl methylsulfamate CNS(OCC(=O)NC=1SC(=C(N1)C)CC1=CC(=CC=C1)Cl)(=O)=O